CN1C(C=2N(N=C3C=C(C=CC23)C=2NCC(CC2)C)CC1)=O 2-methyl-8-(5-methyl-1,4,5,6-tetrahydropyridin-2-yl)-3,4-dihydropyrazino[1,2-b]indazol-1(2H)-one